C(C)(=O)N(C1=CC=C(C=C1)N)C(C)=O N,N-diacetyl-1,4-phenylenediamine